C(#N)C=1C=C2C(=CC=NC2=CC1)NC1=CC=C(C(=O)NC2=NC=C(C=C2)NC2=CC=NC=C2)C=C1 4-((6-cyanoquinolin-4-yl)amino)-N-(5-(pyridin-4-ylamino)pyridin-2-yl)benzamide